FC(C(=O)O)(F)F.C(C)(C)(C)NC(COC1=CC(=CC=C1)C1=NC2=CC=C(C(=C2C(=N1)NC=1C=NN(C1)C)C)OC)=O N-(tert-butyl)-2-(3-(6-methoxy-5-methyl-4-((1-methyl-1H-pyrazol-4-yl)amino)quinazolin-2-yl)phenoxy)acetamide trifluoroacetic acid salt